2-(3-((6-chloro-4-methoxypyridin-3-yl)carbamoyl)-3-(2-isopropylphenyl)azetidin-1-yl)pyrimidine-5-carboxylic acid ClC1=CC(=C(C=N1)NC(=O)C1(CN(C1)C1=NC=C(C=N1)C(=O)O)C1=C(C=CC=C1)C(C)C)OC